ClC=1C=C(C2=NC3=CC=CC=C3N=C2C1)O 3-Chlorophenazin-1-ol